tert-Butyl (2S)-2-(2-(6-bromo-4-chloro-2H-indazol-2-yl)-3-ethoxy-3-oxopropanoyl)pyrrolidine-1-carboxylate BrC=1C=C(C2=CN(N=C2C1)C(C(=O)[C@H]1N(CCC1)C(=O)OC(C)(C)C)C(=O)OCC)Cl